OC1(COC1)C=1C=C(C=CC1)C(=O)N1C2CC(CC1CC2)OC2=CC=C(C=C2)C(F)(F)F (3-(3-hydroxyoxetan-3-yl)phenyl)(3-(4-(trifluoromethyl)phenoxy)-8-azabicyclo[3.2.1]octan-8-yl)methanone